4-(4-(2,6-dioxopiperidin-3-yl)phenoxy)butyric acid O=C1NC(CCC1C1=CC=C(OCCCC(=O)O)C=C1)=O